3-undecylcyclohexane-1,2,4,5-tetraone C(CCCCCCCCCC)C1C(C(CC(C1=O)=O)=O)=O